(S)-6-amino-2-((S)-5-amino-5,7-dihydrospiro[cyclopenta[b]pyridin-6,4'-piperidin]-1'-yl)-5-(2,3-dichlorophenyl)pyrimidine-4-carboxamide NC1=C(C(=NC(=N1)N1CCC2(CC1)[C@@H](C=1C(=NC=CC1)C2)N)C(=O)N)C2=C(C(=CC=C2)Cl)Cl